C(C)(C)(C)OC(=O)N1C[C@@H](C2(CCC2)CC1)O |r| rac-5-hydroxy-7-azaspiro[3.5]nonane-7-carboxylic acid tert-butyl ester